2-(furan-2-carbonyl)-3,3-bis(methylthio)acrylonitrile O1C(=CC=C1)C(=O)C(C#N)=C(SC)SC